(2-(7-Bromo-4-oxo-3,4-dihydro-phthalazin-1-yl)cyclopropyl)carbamic acid tert-butyl ester C(C)(C)(C)OC(NC1C(C1)C1=NNC(C2=CC=C(C=C12)Br)=O)=O